2-acetaminoethyl ((R)-2,3-bis(oleoyloxy) propyl) phosphate P(=O)(OCCNC(=O)C)(OC[C@@H](COC(CCCCCCC\C=C/CCCCCCCC)=O)OC(CCCCCCC\C=C/CCCCCCCC)=O)[O-]